ClC=1C=NN(C(C1Cl)=O)CC(=O)NC=1C=CC(=C(C1)S(=O)(=O)NCCCCNC(CCCC#C)=O)C N-[4-[[5-[[2-(4,5-dichloro-6-oxo-pyridazin-1-yl)acetyl]amino]-2-methyl-phenyl]sulfonylamino]butyl]hex-5-ynamide